(S,E)-7-(Dimethylamino)-1-((1-((4-isobutyl-5H-pyrrolo[3,2-d]pyrimidin-6-yl)methyl)-2-oxo-1,2-dihydropyridin-3-yl)amino)-1,7-dioxohept-5-en-2-yl-dimethylcarbamat CN(C(/C=C/CC[C@H](C(=O)NC=1C(N(C=CC1)CC1=CC=2N=CN=C(C2N1)CC(C)C)=O)CN(C([O-])=O)C)=O)C